2-(4,4,5,5-tetramethyl-1,3,2-dioxaborolan-2-yl)-1H-indole-1-carboxylate CC1(OB(OC1(C)C)C=1N(C2=CC=CC=C2C1)C(=O)[O-])C